propyl-5-oxopyrrolidine C(CC)N1CCCC1=O